4-(5-(3-phenyl-1H-pyrazol-1-yl)-2-(tetrahydro-2H-pyran-4-yl)pyrazolo[1,5-a]pyrimidin-7-yl)morpholine C1(=CC=CC=C1)C1=NN(C=C1)C1=NC=2N(C(=C1)N1CCOCC1)N=C(C2)C2CCOCC2